4-bromo-2-(4-(3-butene-1-yl)piperidin-1-yl)benzoic acid BrC1=CC(=C(C(=O)O)C=C1)N1CCC(CC1)CCC=C